C(N)(=O)C1=C(C=C(C2=CN(N=C12)C)N1CCC(CC1)N(C(OC(C)(C)C)=O)C1CC1)F tert-butyl N-[1-(7-carbamoyl-6-fluoro-2-methyl-indazol-4-yl)-4-piperidyl]-N-cyclopropylcarbamate